6-methylpyridin-3-yl-boronic acid pinacol ester CC1=CC=C(C=N1)B1OC(C)(C)C(C)(C)O1